ethyl (3,4-bis(benzyloxy) phenyl)-3-oxopropanoate C(C1=CC=CC=C1)OC=1C=C(C=CC1OCC1=CC=CC=C1)C(C(=O)OCC)C=O